Cl.N=1OC=C2C1C=1N(CCC2)N=C2C1CNCC2 5,6,9,10,11,12-Hexahydro-4H-[1,2]oxazolo[3,4-c]pyrido[4',3':3,4]pyrazolo[1,5-a]azepine Hydrochloride